S1C=CC2=C1C1(NC2=O)CCCC1 spiro[cyclopentane-1,6'-thieno[2,3-c]pyrrol]-4'(5'H)-one